[(2,2-dimethyl-1,3-dioxan-5-yl)methyl](hexyl)amine CC1(OCC(CO1)CNCCCCCC)C